O=S=NS(=O)(=O)C N-(Oxo-λ4-sulfanylidene)methanesulfonamide